ClC=1C=NN2C=3CCCNC3C=NC12 5-chloro-2,3,7,10-Tetrazatricyclo[7.4.0.02,6]trideca-1(9),3,5,7-tetraene